C(C)(C)(C)OC(=O)N1CCC(=CC1)C1=NC(=C(C=C1)OC)CO 6-(hydroxymethyl)-5-methoxy-3',6'-dihydro-[2,4'-bipyridine]-1'(2'H)-carboxylic acid tert-butyl ester